3,7,9,9-tetramethyl-2-decene-5-one CC(=CC)CC(CC(CC(C)(C)C)C)=O